C(CCCCCCC)(C(=O)O)C(=O)O octanedicarboxylic acid